8-Hydroxy-5-methyl-2-oxo-1,2-dihydroquinazolin OC=1C=CC(=C2C=NC(NC12)=O)C